OC1C(CSC1)C1=C(C(N(N=C1C1=CC=C(C=C1)C(F)(F)F)C=1C=NC=CC1)=O)C(=O)N (-)-N-cis-4-hydroxytetrahydrothien-3-yl-3-oxo-2-(pyridin-3-yl)-6-[4-(trifluoromethyl)-phenyl]-2,3-dihydropyridazine-4-carboxamide